2-pyrazin-2-yl-thiazole N1=C(C=NC=C1)C=1SC=CN1